BrC=1C=C(C=CC1)NC1=NC=NC2=CC(=C(C=C12)OC)OC 4-(3-bromophenylamino)-6,7-dimethoxyquinazoline